chloroacenaphthylene C1=CC2=C3C(=C1)C=C(C3=CC=C2)Cl